BrC1=CC(=CS1)CN1CCOCC1 4-((5-bromothien-3-yl)methyl)morpholine